C[Si](C1C(=CC2=C(C=CC=C12)C1=CC=CC=C1)C)(C1C(=CC2=C(C=CC=C12)C1=CC=CC=C1)C)C dimethyl-di(2-methyl-4-phenylindenyl)silane